CCCCCCCCCCCCCCCC(=O)O[C@H](COC(=O)CCCCCCCCC/C=C\C/C=C\CCCCC)COP(=O)(O)OC[C@@H](C(=O)O)N 1-(11Z,14Z-eicosadienoyl)-2-hexadecanoyl-glycero-3-phosphoserine